ethyl 5-(3-((3S,4R)-4-(3,4-difluorophenyl)-1-(2-methoxyethyl)pyrrolidin-3-yl)ureido)-1-phenyl-1H-pyrazole-4-carboxylate FC=1C=C(C=CC1F)[C@H]1[C@@H](CN(C1)CCOC)NC(NC1=C(C=NN1C1=CC=CC=C1)C(=O)OCC)=O